C1(=CC=CC=C1)OCC1=CC(=C(C=C1)OC)O 3-hydroxy-4-methoxybenzyl phenyl ether